6-hydroxy-5-((2-hydroxynaphthalen-1-yl)methyl)-2-naphthoic acid OC=1C(=C2C=CC(=CC2=CC1)C(=O)O)CC1=C(C=CC2=CC=CC=C12)O